bisphenol monoacrylate (2-(2-hydroxy-3-tert-butyl-5-methylbenzyl)-4-methyl-6-tert-butylphenyl-acrylate) OC1=C(CC2=C(C(=CC(=C2)C)C(C)(C)C)C(C(=O)O)=C)C=C(C=C1C(C)(C)C)C.C(C=C)(=O)O.C1(=CC=CC=C1)O.C1(=CC=CC=C1)O